3-(6-(1-hydroxypropyl)-4-methylpyridin-3-yl)-N-methyl-1,6-naphthyridine OC(CC)C1=CC(=C(C=N1)C=1CN(C2=CC=NC=C2C1)C)C